3-bromo-5-(4-chlorophenoxy)-4-ethyl-pyridine BrC=1C=NC=C(C1CC)OC1=CC=C(C=C1)Cl